(4,6-dimethyl-3-sulfophenyl)phosphine trisodium salt [Na+].[Na+].[Na+].CC1=C(C=C(C(=C1)C)P)S(=O)(=O)[O-].CC1=C(C=C(C(=C1)C)P)S(=O)(=O)[O-].CC1=C(C=C(C(=C1)C)P)S(=O)(=O)[O-]